C(C)N(C(C1=C(C=CC=C1)S(N)(=O)=O)=O)C N-ethyl-N-methyl-2-sulfamoylbenzamide